P(OCCCCCCCC)(OCCCCCCCCCCCCCCCCCC)[O-] octyl octadecyl phosphite